CC(CCCCCC)CCCC(CCCCCC)C 7,11-Dimethylheptadecane